4-amino-N-[4-(methoxymethyl)phenyl]-7-(1-methylcyclopropyl)-6-(pyridin-4-ylethynyl)-7H-pyrrolo[2,3-d]pyrimidine-5-carboxamide NC=1C2=C(N=CN1)N(C(=C2C(=O)NC2=CC=C(C=C2)COC)C#CC2=CC=NC=C2)C2(CC2)C